O1[C@H](COCC1)CN1N=C2C3=C(C[C@H](C2=C1)C(F)(F)F)OC(=C3C)C(=O)NC[C@H]3OCCC3 2-{[(2S)-1,4-dioxan-2-yl]methyl}-8-methyl-N-{[(2S)-oxolan-2-yl]methyl}-(4R)-4-(trifluoromethyl)-4,5-dihydro-2H-furo[2,3-g]indazole-7-carboxamide